FC=1C=C2C(C(C=NC2=CC1Cl)CC(C[C@@H]1NCCC[C@H]1O)=O)=O trans-6-fluoro-7-chloro-3-[3-(3-hydroxy-2-piperidinyl)-2-oxopropyl]-4(3H)-quinolinone